4-(4-chloro-2-fluorophenyl)-1-(2-((p-tolylsulfinyl)methyl)phenyl)piperidine ClC1=CC(=C(C=C1)C1CCN(CC1)C1=C(C=CC=C1)CS(=O)C1=CC=C(C=C1)C)F